1,1-divinyl-1,2,2,2-tetrachlorodisilane C(=C)[Si]([Si](Cl)(Cl)Cl)(Cl)C=C